FC(C(=O)O)(F)F.FC1=CC(=NN1C)NC(=O)C=1C(=CC=2N(C1)C=C(N2)C21COC(CC2)(C1)C)OC(C)C N-(5-fluoro-1-methyl-1H-pyrazol-3-yl)-7-isopropoxy-2-(1-methyl-2-oxabicyclo[2.2.1]heptan-4-yl)imidazo[1,2-a]pyridine-6-carboxamide trifluoroacetate